C1(CC1)CN1N=C(C(=C1C1=NNC(=N1)N1N=C(C=2C1=CN=C(C2)C)C(=O)N)O)C 1-[3-[2-(cyclopropylmethyl)-4-hydroxy-5-methyl-pyrazol-3-yl]-1H-1,2,4-triazol-5-yl]-5-methyl-pyrazolo[3,4-c]pyridine-3-carboxamide